6-benzyl-4-((5-(3,5-difluoro-4-hydroxy-6-(trifluoromethyl)pyridin-2-yl)-1,3,4-thiadiazol-2-yl)methyl)-4,6-diazaspiro[2.4]heptane-5,7-dione C(C1=CC=CC=C1)N1C(N(C2(CC2)C1=O)CC=1SC(=NN1)C1=NC(=C(C(=C1F)O)F)C(F)(F)F)=O